CN(C(=O)C(C1=CC2=C(CN(C(O2)=O)CC=2C(=C(C=CC2)NC(OC(C)(C)C)=O)F)C=C1)(F)F)C tert-butyl N-[3-({7-[(dimethylcarbamoyl)difluoromethyl]-2-oxo-3,4-dihydro-2H-1,3-benzoxazin-3-yl}methyl)-2-fluorophenyl]carbamate